N-[5-(hydroxymethyl)thiazol-4-yl]carbamic acid tert-butyl ester C(C)(C)(C)OC(NC=1N=CSC1CO)=O